2-(4-chlorophenyl)-1-(5-fluoro-6-(trifluoromethyl)indolin-1-yl)ethanone ClC1=CC=C(C=C1)CC(=O)N1CCC2=CC(=C(C=C12)C(F)(F)F)F